C=1(C(=C(C(=CC1)P(O)(=O)O)P(O)(=O)O)C)C xylenediphosphonic acid